C(CCCC)(=O)OC1CN(CCC1C=1C(=CC(=C2C(C=C(OC12)C1=C(C=CC=C1)Cl)=O)O)O)C 4-(2-(2-chlorophenyl)-5,7-dihydroxy-4-oxo-4H-chromen-8-yl)-1-methylpiperidin-3-yl pentanoate